2-{4-[(2-naphthalene-1-ylethyl)sulfonyl]piperazin-1-yl}-N-pyridin-2-ylacetamide C1(=CC=CC2=CC=CC=C12)CCS(=O)(=O)N1CCN(CC1)CC(=O)NC1=NC=CC=C1